C(=O)=C1CCCC1 4-carbonyl-cyclopentane